Cl.N[C@@H]1C(N(CCC1)C(C(F)(F)F)C=1C=NC(=CC1)NC1CC2=CC=C(C(=C2C1)F)Cl)=O (3S)-3-Amino-1-(1-(6-((5-chloro-4-fluoro-2,3-dihydro-inden-2-yl)amino)pyridin-3-yl)-2,2,2-trifluoroethyl)piperidin-2-one hydrochloride